COC=1C=C(C=CC1OC)CC(=O)CC1=CC(=C(C=C1)OC)OC 1,3-bis(3,4-dimethoxyphenyl)acetone